N-((1s,4s)-4-((2-(Difluoromethyl)-7-morpholino-1,6-naphthyridin-5-yl)oxy)cyclohexyl)pyrimidin-2-amine FC(C1=NC2=CC(=NC(=C2C=C1)OC1CCC(CC1)NC1=NC=CC=N1)N1CCOCC1)F